3,4-dichlorobenzene-sulfonamide ClC=1C=C(C=CC1Cl)S(=O)(=O)N